N1C=[NH+]C=C1.N[C@@H](CC1=CNC=N1)C(=O)[O-] histidine imidazolium salt